N1=CN=C2C=3C(=CC=CC13)OC=CN2 4H-[1,4]oxazepino[5,6,7-de]quinazoline